8-(5-amino-3,3-difluoro-piperidin-1-yl)-quinoxaline-5-carbonitrile NC1CC(CN(C1)C1=CC=C(C=2N=CC=NC12)C#N)(F)F